phosphoric acid mono-3-butenyl ester C(CC=C)OP(O)(O)=O